2-((2r,4s)-1-propenoyl-4-(4-amino-3-((4,6-difluoro-1,2-dimethyl-1H-benzo[d]imidazol-5-yl)ethynyl)-1H-pyrazolo[4,3-c]pyridin-1-yl)pyrrolidin-2-yl)acetonitrile formate C(=O)O.C(C=C)(=O)N1[C@H](C[C@@H](C1)N1N=C(C=2C(=NC=CC21)N)C#CC2=C(C1=C(N(C(=N1)C)C)C=C2F)F)CC#N